5-(2-(azetidin-1-yl)ethoxy)-6'-chloro-4'-fluoro-2,3'-bipyridine N1(CCC1)CCOC=1C=CC(=NC1)C=1C=NC(=CC1F)Cl